N1=C(C=CC=C1C1=C(C=CC(=C1)C)C=1C(=C(C=C(C1)C(C)(C)C)C12CC3CC(CC(C1)C3)C2)[O-])C2=C(C=CC(=C2)C)C=2C(=C(C=C(C2)C(C)(C)C)C23CC1CC(CC(C2)C1)C3)[O-].C[Hf+2]C Dimethylhafnium [2',2'''-(pyridine-2,6-diyl)bis(3-((3r,5r,7r)-adamantan-1-yl)-5-(tert-butyl)-4'-methyl-[1,1'-biphenyl]-2-olate)]